C1N(CCC2=CC=CC=C12)C[C@H](CNC(=O)N1C[C@@H](CCC1)N1C(CCC(C1)C)=O)O (3'R)-N-((S)-3-(3,4-dihydroisoquinolin-2(1H)-yl)-2-hydroxypropyl)-5-methyl-2-oxo-[1,3'-bipiperidine]-1'-carboxamide